methyl (S)-3-(3-(tert-butyl)-5-(3,5-dimethyl-1H-pyrazol-1-yl)phenyl)-4-(8,8-difluoro-2-((5,6,7,8-tetrahydro-1,8-naphthyridin-2-yl)methyl)-2,6-diazaspiro[3.4]octan-6-yl)butanoate C(C)(C)(C)C=1C=C(C=C(C1)N1N=C(C=C1C)C)[C@H](CC(=O)OC)CN1CC2(CN(C2)CC2=NC=3NCCCC3C=C2)C(C1)(F)F